C1=CC=CC2=C1C1=C3C(=COC1=C1C2=CC(C=C1)=O)C=CC=C3 6H-tribenzo[c,f,H]chromen-6-one